N-((1S,2R)-2-((4-bromo-2-(methylcarbamoyl)-6-nitrophenyl)amino)cyclohexyl)-7-hydroxyisoquinoline-4-carboxamide BrC1=CC(=C(C(=C1)[N+](=O)[O-])N[C@H]1[C@H](CCCC1)NC(=O)C1=CN=CC2=CC(=CC=C12)O)C(NC)=O